ClC=1N(C(C2=CC(=CC(=C2C1)C(C)NC1=C(C(=O)OC)C=CC=C1)C)=O)C methyl 2-((1-(3-chloro-2,7-dimethyl-1-oxo-1,2-dihydroisoquinolin-5-yl)ethyl)amino)benzoate